N1C=NC2=C1C=C(C=C2)N2C(OC[C@@H]2C2=C(C(=CC=C2)F)F)=O (S)-3-(1H-Benzo[d]imidazol-6-yl)-4-(2,3-difluorophenyl)oxazolidin-2-on